C(C(C)C)(=O)OC1=C(C(=CC(=C1)Br)C=NC1=C(C=C(C=C1)Cl)Cl)O 5-bromo-3-((2,4-dichlorophenylimino)-methyl)-2-hydroxyphenyl isobutyrate